tert-butyl ((S)-3-methyl-1-(((S)-1-((4-((((4-nitrophenoxy)carbonyl)oxy)methyl)-3-((prop-2-yn-1-yloxy)methyl)phenyl)amino)-1-oxo-5-ureidopentan-2-yl)amino)-1-oxobutan-2-yl)carbamate CC([C@@H](C(=O)N[C@H](C(=O)NC1=CC(=C(C=C1)COC(=O)OC1=CC=C(C=C1)[N+](=O)[O-])COCC#C)CCCNC(=O)N)NC(OC(C)(C)C)=O)C